FC1=C(N)C(=CC=C1)C=1C=NC(=CC1)C 2-fluoro-6-(6-methylpyridin-3-yl)aniline